C(C)(=O)N(N)C(=O)[C@H]1CN([C@H](CO1)CC1=CC=C(C=C1)Cl)C1CCC(CC1)C1=NN(C(=C1)C)C (2R,5S)-N-Acetyl-5-(4-chlorobenzyl)-4-(4-(1,5-dimethyl-1H-pyrazol-3-yl)cyclohexyl)morpholin-2-carbohydrazid